propylsulfanyl chloride C(CC)SCl